COC=1C=C(C=CC1OC)[C@H](C)C1=C(NC=2N(C1=O)N=C(C2N2CCCCC2)C2=CC=CC=C2)C (S)-6-(1-(3,4-dimethoxyphenyl)ethyl)-5-methyl-2-phenyl-3-(piperidin-1-yl)pyrazolo[1,5-a]pyrimidin-7(4H)-one